N-((R)-1-(4-((S)-1-Acetyl-2-methyl-1,2,3,4-tetrahydro-quinolin-6-yl)phenyl)ethyl)-6-(2-aminopyrimidin-5-yl)-8-morpholinoimidazo[1,2-a]pyrazine-2-carboxamide C(C)(=O)N1[C@H](CCC2=CC(=CC=C12)C1=CC=C(C=C1)[C@@H](C)NC(=O)C=1N=C2N(C=C(N=C2N2CCOCC2)C=2C=NC(=NC2)N)C1)C